N[C@H]1COCC[C@@H]1OC=1C=C2CN(C(C2=CC1)=O)C1C(NC(CC1)=O)=O 3-(5-(((3s,4s)-3-aminotetrahydro-2H-pyran-4-yl)oxy)-1-oxoisoindolin-2-yl)piperidine-2,6-dione